(2S)-4-hydroxy-2-phenylpiperidine-1-carboxylic acid tert-butyl ester C(C)(C)(C)OC(=O)N1[C@@H](CC(CC1)O)C1=CC=CC=C1